1-(trans-4-cyanotetrahydro-2H-pyran-3-yl)-3-((1-hydroxy-3,4-dihydro-1H-benzo[c][1,2]oxaborinin-7-yl)amino)-1H-pyrazole-4-carboxamide C(#N)[C@H]1[C@@H](COCC1)N1N=C(C(=C1)C(=O)N)NC=1C=CC2=C(B(OCC2)O)C1